ClC1=CC=C2C(=N1)NC=C2S(=O)(=O)NC2=NC(=C(C(=N2)OC)OCC(F)F)OC 6-chloro-N-[5-(2,2-difluoroethoxy)-4,6-dimethoxy-pyrimidin-2-yl]-1H-pyrrolo[2,3-b]pyridine-3-sulfonamide